3-[(2R,4R,5R)-5-[[bis(4-methoxyphenyl)-phenyl-methoxy]methyl]-4-hydroxy-tetrahydrofuran-2-yl]-1H-pyrimidine-2,4-dione COC1=CC=C(C=C1)C(OC[C@@H]1[C@@H](C[C@@H](O1)N1C(NC=CC1=O)=O)O)(C1=CC=CC=C1)C1=CC=C(C=C1)OC